NC=1C2=C(N(C(N1)=O)C1=CC=CC=3CCOC31)N=C(C=C2)C2CC2 4-amino-7-cyclopropyl-1-(2,3-dihydrobenzofuran-7-yl)pyrido[2,3-d]pyrimidin-2(1H)-one